[Pb].[Zn].[Fe] iron-zinc-lead